OC1CC(C1)N1C(N(CC=2C1=NC(=NC2)SC)[C@H]2CCN(C1=C(C=CC=C21)C)C(C(F)(F)F)=O)=O 1-(3-hydroxycyclobutyl)-7-methylsulfanyl-3-[(4S)-8-methyl-1-(2,2,2-trifluoroacetyl)-3,4-dihydro-2H-quinolin-4-yl]-4H-pyrimido[4,5-d]pyrimidin-2-one